C1CCC2=C(C=3CCCC3C=C12)NC(=O)NS(=O)(=O)C1=CN(C(C=C1)=O)CC(C)O N-((1,2,3,5,6,7-Hexahydro-s-indacen-4-yl)carbamoyl)-1-(2-hydroxypropyl)-6-oxo-1,6-dihydropyridine-3-sulfonamide